(S)-4-(((1-hydroxy-3-(octadecyloxy)propan-2-yl)oxy)methyl)benzonitrile OC[C@@H](COCCCCCCCCCCCCCCCCCC)OCC1=CC=C(C#N)C=C1